3-bromo-2-(4,4-difluoroazepan-1-yl)quinoline BrC=1C(=NC2=CC=CC=C2C1)N1CCC(CCC1)(F)F